8-(2-Chloro-6-fluorophenyl)-7-methylimidazo[1,2-c]pyrimidin ClC1=C(C(=CC=C1)F)C=1C=2N(C=NC1C)C=CN2